tert-butyl (3-bromo-2-(bromomethyl)-6-fluoro-1-methyl-4-carbonyl-1,4-dihydroquinolin-7-yl)carbamate BrC1=C(N(C2=CC(=C(C=C2C1=C=O)F)NC(OC(C)(C)C)=O)C)CBr